CNC(CCCCCCCCCCCCCCC(=O)NCC(=O)O)=O 16-methylamino-16-oxopalmitamidoacetic acid